C(CCCCCCCCCCCCCCCCC)(=O)O.C(CCCCCCCCCCCCCCCCC)(=O)O.C(CCCCCCCCCCCCCCCCC)(=O)O.C(CCCCCCCCCCCCCCCCC)(=O)O.C(O)C(CC)(CO)CO.C(O)C(CC)(CO)CO Bis(1,1,1-trimethylolpropane) tetrastearate